FC1(CCN(CCC1)C1=C(C(=O)[O-])C=CC=N1)F 2-(4,4-difluoroazepan-1-yl)nicotinate